[6-(3-cyclopropyl-1,2,4-triazol-1-yl)-2-azaspiro[3.3]heptan-2-yl]-[5-methyl-6-[(1-methylcyclopropyl)methoxy]-3-pyridinyl]methanone C1(CC1)C1=NN(C=N1)C1CC2(CN(C2)C(=O)C=2C=NC(=C(C2)C)OCC2(CC2)C)C1